(5s,7s)-7-fluoro-2-(1-methylimidazol-2-yl)-5-phenyl-6,7-dihydro-5H-pyrrolo[1,2-b][1,2,4]triazole F[C@H]1C[C@H](N2N=C(N=C21)C=2N(C=CN2)C)C2=CC=CC=C2